N-(2-cyclopentyl-1-oxoisoindolin-4-yl)-3-(isoxazol-3-ylethynyl)benzenesulfonamide Diethyl-((1-methyl-5-(trifluoromethyl)-1H-pyrazol-3-yl)methyl)phosphonate C(C)OP(OCC)(=O)CC1=NN(C(=C1)C(F)(F)F)C.C1(CCCC1)N1C(C2=CC=CC(=C2C1)NS(=O)(=O)C1=CC(=CC=C1)C#CC1=NOC=C1)=O